4-[(3-methylphenyl)amino]pyridine-3-sulfonamide CC=1C=C(C=CC1)NC1=C(C=NC=C1)S(=O)(=O)N